C(C1=CC=CC=C1)SC1=CC=C(N=N1)NC(=O)[C@H]1N(CCOC1)C(=O)OC(C)(C)C tert-butyl (S)-3-((6-(benzylthio)pyridazin-3-yl)carbamoyl)morpholine-4-carboxylate